OC=1C(=C2C(CCOC2=CC1)=O)[N+](=O)[O-] 6-Hydroxy-5-nitrochroman-4-one